ClC=1C=CC=2N(C1)N=CC2N2C(NC(CC2)=O)=O 1-(6-Chloropyrazolo[1,5-a]pyridin-3-yl)dihydropyrimidine-2,4(1H,3H)-dione